(4-methyl-2-(2H-1,2,3-triazol-2-yl)phenyl)((1S,4S,6R)-6-((5-(trifluoromethyl)pyrazin-2-yl)amino)-2-azabicyclo[2.2.1]heptan-2-yl)methanone CC1=CC(=C(C=C1)C(=O)N1[C@@H]2[C@@H](C[C@H](C1)C2)NC2=NC=C(N=C2)C(F)(F)F)N2N=CC=N2